5,10,15,20-tetra(2-methylphenyl)porphyrin tert-butyl-4-((2-(1H-indol-3-yl)ethyl)amino)-2-(5-chloropyridin-3-yl)-5,8-dihydropyrido[3,4-d]pyrimidine-7(6H)-carboxylate C(C)(C)(C)C1CN(CC=2N=C(N=C(C21)NCCC2=CNC1=CC=CC=C21)C=2C=NC=C(C2)Cl)C(=O)O.CC2=C(C=CC=C2)C=2C1=CC=C(N1)C(=C1C=CC(C(=C3C=CC(=C(C=4C=CC2N4)C4=C(C=CC=C4)C)N3)C3=C(C=CC=C3)C)=N1)C1=C(C=CC=C1)C